(R)-8-(2-aminoethyl)-N2-(3-chloro-2-fluorobenzyl)-N4-(3,3-dimethylbutan-2-yl)quinazoline-2,4-diamine NCCC=1C=CC=C2C(=NC(=NC12)NCC1=C(C(=CC=C1)Cl)F)N[C@H](C)C(C)(C)C